[Br-].C(CCC)N1CN(C=C1)C=C 1-butyl-3-vinyl-1H-imidazole bromide